ClC1=CC=C(CN2C3=C(C4=C(C2=O)CN(C4)CC=4C=C(C#N)C=CC4)C=NN3)C=C1 3-((4-(4-chlorobenzyl)-5-oxo-4,5,6,8-tetrahydropyrazolo[3,4-b]pyrrolo[3,4-d]pyridin-7(3H)-yl)methyl)benzonitrile